FC(OC1=CC=C(C=C1)N1N=C(C(C1=O)C(=O)NC=1C=NC=C(C1)C(CC)(F)F)C)F 1-(4-(difluoromethoxy)phenyl)-N-(5-(1,1-difluoropropyl)pyridin-3-yl)-3-methyl-5-oxo-4,5-dihydro-1H-pyrazole-4-carboxamide